di(methyl)tert-butyl-(isopropoxy)silane C[Si](OC(C)C)(C(C)(C)C)C